6-(((1s,3s)-3-hydroxycyclobutyl)amino)-N-(6-(o-tolyl)-5-(trifluoromethyl)pyridin-2-yl)pyridine-2-sulfonamide OC1CC(C1)NC1=CC=CC(=N1)S(=O)(=O)NC1=NC(=C(C=C1)C(F)(F)F)C1=C(C=CC=C1)C